2-({[5-(3-Methoxyphenyl)-1,3-oxazol-2-yl]methyl}sulfanyl)-6-(trifluoromethyl)pyrimidin-4-amin COC=1C=C(C=CC1)C1=CN=C(O1)CSC1=NC(=CC(=N1)N)C(F)(F)F